N-(2-(5-oxo-2-((2,4,6-trifluorobenzyl)amino)-5,7-dihydro-6H-pyrrolo[3,4-b]pyridin-6-yl)ethyl)cyclopropanecarboxamide O=C1N(CC2=NC(=CC=C21)NCC2=C(C=C(C=C2F)F)F)CCNC(=O)C2CC2